C(CCC)C1(N(C(N2C1=CC=1C=CC(=CC21)Cl)=O)OC)C#CCCC2=CC=CC=C2 1-butyl-6-chloro-2-methoxy-1-(4-phenylbut-1-yn-1-yl)-1,2-dihydro-3H-imidazo[1,5-a]indol-3-one